C1(=C(C(=C(C=2C3=C(C(=C(C(=C3N(C12)[2H])[2H])[2H])[2H])[2H])[2H])[2H])[2H])N1C=2C=C(C(=C(C2C=2C(=C(C(=C(C12)[2H])[2H])[2H])[2H])[2H])[2H])[2H] 9H-1,9'-bicarbazole-d15